COC(=O)C=1OC(=CC1)Br 5-bromo-2-furoic acid methyl ester